5'-((5S)-1-(4-amino-1,3-dihydrofuro[3,4-c][1,7]naphthyridine-8-carbonyl)-5-methylpiperidin-2-yl)spiro[cyclopropane-1,3'-indolin]-2'-one NC1=NC=2C=NC(=CC2C2=C1COC2)C(=O)N2C(CC[C@@H](C2)C)C=2C=C1C3(C(NC1=CC2)=O)CC3